CN(C1=CC=C(C(=N1)F)B(O)O)C 6-(DIMETHYLAMINO)-2-FLUOROPYRIDIN-3-YLBORONIC ACID